C(CCCCCCCCCCCCCCC(C)C)(=O)O.C(CCCCCCCCCCC)(=O)N lauroyl-amine isostearate